OC1CCN(CC1)C#N 4-hydroxypiperidine-1-carbonitrile